FC(CNC(OC(C)(C)C)=O)(C1=CC=C(C=C1)N1N=C(C=C1)[N+](=O)[O-])F tert-butyl N-[2,2-difluoro-2-[4-(3-nitropyrazol-1-yl)phenyl]ethyl]carbamate